C1(=CC(=CC=C1)C1=NC(=NC(=C1)C=1C=C(C=CC1)C1=CC(=CC=C1)Cl)C1=CC=CC=C1)C1=CC=CC=C1 4-([1,1'-biphenyl]-3-yl)-6-(3'-chloro-[1,1'-biphenyl]-3-yl)-2-phenylpyrimidine